methyl 5-bromo-2-(6-chloro-3-hydroxy-2-oxoindolin-3-yl)-1-isopropyl-1H-pyrrole-3-carboxylate BrC1=CC(=C(N1C(C)C)C1(C(NC2=CC(=CC=C12)Cl)=O)O)C(=O)OC